2-(6-bromo-2-fluoropyridin-3-yl)propan-2-ol BrC1=CC=C(C(=N1)F)C(C)(C)O